S1C(=NC2=C1C=CC=C2)NC(=O)C=2C=CC=C1CCN(CC21)C2=CC=C(C(=N2)C(=O)OC(C)(C)C)C2=C(C(=CC=C2)OC2CCC(CC2)CC(=O)OC)C tert-butyl 6-(8-(benzo[d]thiazol-2-ylcarbamoyl)-3,4-dihydroisoquinolin-2(1H)-yl)-3-(3-(((1s,4s)-4-(2-methoxy-2-oxoethyl)cyclohexyl)oxy)-2-methylphenyl)picolinate